1-imino-1λ^6-thietan-1-one N=S1(CCC1)=O